S(=O)(=O)(C1=CC=C(C)C=C1)N1C=C(C2=CC=CC=C12)C=C 1-Tosyl-3-vinyl-1H-indole